6-((4-methylmorpholin-2-yl)methoxy)-4-(6-(4-(pyridin-2-yloxy)piperidin-1-yl)pyridin-3-yl)pyrazolo[1,5-a]pyridine-3-carbonitrile CN1CC(OCC1)COC=1C=C(C=2N(C1)N=CC2C#N)C=2C=NC(=CC2)N2CCC(CC2)OC2=NC=CC=C2